3-(6,7-difluoro-1-oxoisoindolin-2-yl)piperidine-2,6-dione FC1=CC=C2CN(C(C2=C1F)=O)C1C(NC(CC1)=O)=O